magnesium-lithium alloyl-carbon C(C=C)(=O)[C].[Li].[Mg]